COC(=O)C1(CC(C1)N1C[C@@H](CCC1)C1CN(C1)C(=O)OC(C)(C)C)C tert-butyl 3-((S)-1-((1r,3S)-3-(methoxycarbonyl)-3-methylcyclobutyl)piperidin-3-yl)azetidine-1-carboxylate